ethyl 3-(2-(5-chloropentanoyl)-1-(pyridin-2-yl) hydrazino)-3-oxopropanoate ClCCCCC(=O)NN(C1=NC=CC=C1)C(CC(=O)OCC)=O